C(=O)[O-].FC1=C(C=CC(=C1F)OC)C1=CN=C2N1C=CN=C2NC2=CC(=C(C(=O)NCCOCC[N+](C)(C)CCO)C=C2)CC 2-[2-[[4-[[3-(2,3-Difluoro-4-methoxy-phenyl)imidazo[1,2-a]pyrazin-8-yl]amino]-2-ethyl-benzoyl]amino]ethoxy]ethyl-(2-hydroxyethyl)-dimethyl-ammonium formate